methylthio-carbazone CSNNC(=O)N=N